C1=CC=CC=2C3=CC=CC=C3C(C12)COC(=O)N[C@H](C(=O)OC(C)(C)C)CC1=CC(=C(C=C1)Cl)F (S)-tert-Butyl 2-((((9H-fluoren-9-yl)methoxy)carbonyl)amino)-3-(4-chloro-3-fluorophenyl)propanoate